2-(ethylsulfonyl)isonicotinic acid methyl ester COC(C1=CC(=NC=C1)S(=O)(=O)CC)=O